C(C)OC(C(F)(F)F)=N 2,2,2-trifluoro-ethanimidic acid ethyl ester